N-[3-[1H-imidazol-5-ylmethyl(methyl)amino]phenyl]-N-isobutyl-2-phenyl-acetamide N1C=NC=C1CN(C=1C=C(C=CC1)N(C(CC1=CC=CC=C1)=O)CC(C)C)C